C1CCC2=C(C=3CCCC3C=C12)NC(=O)N(S(=O)(=N)C=1C=NN2C1COCCC2)C(C2=CC=CC=C2)(C2=CC=CC=C2)C2=CC=CC=C2 N-((1,2,3,5,6,7-hexahydro-s-indacen-4-yl)carbamoyl)-N-trityl-4,6,7,8-tetrahydropyrazolo[5,1-c][1,4]oxazepine-3-sulfonimidamide